3-(3-(2-methyl-1H-imidazol-1-yl)phenoxy)butan-2-ol CC=1N(C=CN1)C=1C=C(OC(C(C)O)C)C=CC1